2'-O-Methoxyethylguanosine-3'-phosphate P(=O)(O)(O)O[C@H]1[C@H]([C@@H](O[C@@H]1CO)N1C=NC=2C(=O)NC(N)=NC12)OCCOC